5,7-di-tert-butyl-3-(4-hydroxyphenyl)benzofuran C(C)(C)(C)C=1C=C(C2=C(C(=CO2)C2=CC=C(C=C2)O)C1)C(C)(C)C